2-[2-hydroxy-5-(2-methacryloyloxyethyl)phenyl]2H-benzo[d][1,2,3]triazole OC1=C(C=C(C=C1)CCOC(C(=C)C)=O)N1N=C2C(=N1)C=CC=C2